C(=O)O.ClC=1N=C(N2C1C=CC(=C2)S(=O)(=O)NC2(CC2)C)C=2SC(=NN2)C(F)F 1-chloro-3-(5-(difluoromethyl)-1,3,4-thiadiazol-2-yl)-N-(1-methylcyclopropyl)imidazo[1,5-a]pyridine-6-sulfonamide formate